C(C)(C)N1N=CC(=C1C=1N=CC2=C(N1)N(C(C=C2)=O)CC2=CC=C(C=C2)C=2N(C=C(N2)C(F)(F)F)C)C 2-(2-isopropyl-4-methylpyrazol-3-yl)-8-({4-[1-methyl-4-(trifluoromethyl)imidazol-2-yl]phenyl}methyl)pyrido[2,3-d]pyrimidin-7-one